ClC1=C(C(=CC(=N1)C(=O)OC)N1CCC(CC1)OC1=C(C=C(C=C1)F)F)[N+](=O)[O-] methyl 6-chloro-4-(4-(2,4-difluorophenoxy) piperidin-1-yl)-5-nitropicolinate